FC1=CC=C(C=C1)C=1C(=NC2=CC(=CC(=C2C1)C(C)NC1=C(C(=O)O)C=CC=C1)C)N1CC(C1)OC 2-((1-(3-(4-fluorophenyl)-2-(3-methoxyazetidin-1-yl)-7-methylquinolin-5-yl)ethyl)amino)benzoic acid